FC1CC(N(C1)C(C(C(C)C)O)=O)C(=O)NC(C1=CC=C(C=C1)C(C)C)C1=CC=CC=C1 4-fluoro-1-(2-hydroxy-3-methylbutanoyl)-N-{phenyl[4-(propan-2-yl)phenyl]methyl}pyrrolidine-2-carboxamide